N(CC(C)O)(CC(C)O)CC(C)O 1,1',1''-nitrilotris(propan-2-ol)